6-((2S,5R)-5-ethyl-2-methyl-4-((R)-1-(4-(trifluoromethyl)phenyl)ethyl)piperazin-1-yl)-3,8-dimethyl-9-(((S)-tetrahydrofuran-2-yl)methyl)-3,9-dihydro-2H-purin-2-one C(C)[C@H]1N(C[C@@H](N(C1)C=1C=2N=C(N(C2N(C(N1)=O)C)C[C@H]1OCCC1)C)C)[C@H](C)C1=CC=C(C=C1)C(F)(F)F